2-Amino-1,3,4-thiadiazole NC=1SC=NN1